C(C)(C)(C)OC(=O)N1CC(NC(C1)C)C.CC1CN(CC(N1C(=O)N1CCOCC1)C)C(=O)OC(C)(C)C tert-butyl 3,5-dimethyl-4-(morpholine-4-carbonyl)piperazin-1-carboxylate Tert-butyl-3,5-dimethylpiperazin-1-carboxylate